1-(1H-tetrazol-5-yl)piperidin N1N=NN=C1N1CCCCC1